5-[(4R,10aS)-8-[[5-[(3R,4S)-3-amino-4-fluoro-pyrrolidin-1-yl]-2-pyridyl]methyl]-4-methyl-1,3,4,6,7,9,10,10a-octahydropyrazino[1,2-d][1,4]diazepin-2-yl]quinoline-8-carbonitrile N[C@@H]1CN(C[C@@H]1F)C=1C=CC(=NC1)CN1CCN2[C@@H](CC1)CN(C[C@H]2C)C2=C1C=CC=NC1=C(C=C2)C#N